(1R,2S,5S)-3-((2S,3R)-3-(tert-butoxy)-2-(2,2,2-trifluoroacetamido)butanoyl)-6,6-dimethyl-3-azabicyclo[3.1.0]hexane-2-carboxylic acid C(C)(C)(C)O[C@@H]([C@@H](C(=O)N1[C@@H]([C@H]2C([C@H]2C1)(C)C)C(=O)O)NC(C(F)(F)F)=O)C